ClC(=O)N1C(N(CC1)CCCNC(OC(C)(C)C)=O)=O tert-butyl (3-(3-(chlorocarbonyl)-2-oxoimidazolidin-1-yl)propyl)carbamate